OC1CCN(CC1)C1=CC=C(C=C1)NC=O N-(4-(4-hydroxypiperidin-1-yl)phenyl)carboxamide